(R)-tert-Butyl 4-(2-hydroxyethyl)-2-methylpiperazine-1-carboxylate OCCN1C[C@H](N(CC1)C(=O)OC(C)(C)C)C